C1=CC(=CC=2C3=CC=CC=C3C=CC12)C1=CC=C(N(C2=CC=CC=C2)C2=CC=C(C=C2)C=2C=CC=3C=CC4=CC=CC=C4C3C2)C=C1 4-(phenanthren-3-yl)-N-(4-(phenanthren-3-yl)phenyl)-N-phenylaniline